NCC#CC(=O)NC1=CC=C(C=C1)N[C@@H]1C[C@@H](N(C2=CC=CC=C12)C(CC)=O)C 4-amino-N-(4-(((2s,4r)-2-methyl-1-propionyl-1,2,3,4-tetrahydroquinolin-4-yl)amino)phenyl)but-2-ynamide